FC1=C(C=C(C=C1)C)C1=CC2=C(N(C(N2)=O)[C@H](CS(=O)(=O)C)C2=NC(=C(C=C2)OC)OCC)C=C1 (S)-5-(2-fluoro-5-methylphenyl)-1-(1-(6-ethoxy-5-methoxypyridin-2-yl)-2-(methylsulfonyl)ethyl)-1H-benzo[d]imidazol-2(3H)-one